tert-butyl 3-[[2-[1-(benzenesulfonamido)-2-[3-(N'-hydroxycarbamimidoyl)phenyl]ethyl]-1,3-benzothiazol-6-yl]oxy]azetidine-1-carboxylate C1(=CC=CC=C1)S(=O)(=O)NC(CC1=CC(=CC=C1)C(N)=NO)C=1SC2=C(N1)C=CC(=C2)OC2CN(C2)C(=O)OC(C)(C)C